2,2'-(((oxybis(ethane-2,1-diyl))bis(oxy))bis(2-fluoro-4,1-phenylene))bis(7-chloro-4-oxo-4H-chromene-3-carboxylic acid) O(CCOC1=CC(=C(C=C1)C=1OC2=CC(=CC=C2C(C1C(=O)O)=O)Cl)F)CCOC1=CC(=C(C=C1)C=1OC2=CC(=CC=C2C(C1C(=O)O)=O)Cl)F